2-(7-((1S,2S,5R)-8-azabicyclo[3.2.1]octan-2-yl)-4-methyl-7H-imidazo[4,5-c]pyridazin-3-yl)-5-(trifluoromethyl)-phenol [C@@H]12[C@H](CC[C@@H](CC1)N2)N2C=NC1=C2N=NC(=C1C)C1=C(C=C(C=C1)C(F)(F)F)O